3-[2-Benzenesulfonamido-2-(5-methyl-1,3-benzothiazol-2-yl)ethyl]-N'-hydroxybenzene-1-carboximidamide C1(=CC=CC=C1)S(=O)(=O)NC(CC=1C=C(C=CC1)C(N)=NO)C=1SC2=C(N1)C=C(C=C2)C